BrCC=1C=C(C=C2C(C=C(OC12)N1CCOCC1)=O)C(=O)N(C)C 8-(bromomethyl)-N,N-dimethyl-2-morpholino-4-oxo-4H-chromene-6-carboxamide